CCOC(=O)[C@@H]1N(C[C@H](CC1)NC(COC1=CC(=C(C=C1)Cl)F)=O)C(=O)OC(C)(C)C (2R,5S)-5-[2-(4-chloro-3-fluorophenoxy)acetamido]piperidine-1,2-dicarboxylic acid 1-tert-butyl 2-ethyl ester